tert-butyl ((S)-1-(((S)-1-hydroxy-3-(2-hydroxypyridin-3-yl)propan-2-yl)amino)-4-methyl-1-oxopentan-2-yl)carbamate OC[C@H](CC=1C(=NC=CC1)O)NC([C@H](CC(C)C)NC(OC(C)(C)C)=O)=O